C(C=C)(=O)O.C(C)(C)(C)C1=C(O)C(=CC(=C1)O)C(C)(C)C 2,6-di-tert-butylhydroquinone acrylate